1,3-bis(5-amino-2-benzoxazolyl)benzene NC=1C=CC2=C(N=C(O2)C2=CC(=CC=C2)C=2OC3=C(N2)C=C(C=C3)N)C1